1,1,2,2-tetrafluoro-n-octyl (n-hexyl) ether C(CCCCC)OC(C(CCCCCC)(F)F)(F)F